N[C@H]1CCC[C@H](C(NC=2C=NC=CC2C=2C=NC=C1C2)=O)C (10R,14S)-14-amino-10-methyl-5,8,17-triazatricyclo[13.3.1.02,7]nonadeca-1(19),2(7),3,5,15,17-hexaen-9-one